O\N=C(/N)\C1=CC=C(C(=O)O)C=C1 4-[(Z)-N'-hydroxycarbamimidoyl]benzoic acid